4-(4-((1R,5S,6s)-3-azabicyclo[3.1.0]hexan-6-yl)-2-methylbenzo[d][1,3]dioxol-2-yl)-3-fluorobenzonitrile [C@@H]12CNC[C@H]2C1C1=CC=CC=2OC(OC21)(C)C2=C(C=C(C#N)C=C2)F